ClC1=CC=C(C=C1)C=C(C(C=CCO)=O)C1=CC=CC=C1 1-(4-chlorophenyl)-6-hydroxy-2-phenylhex-1,4-dien-3-one